tert-butyl 3-(2-(benzyloxycarbonylamino)ethyl)azetidine-1-carboxylate C(C1=CC=CC=C1)OC(=O)NCCC1CN(C1)C(=O)OC(C)(C)C